COC=O.C(C)(C)(C)OC(=O)N(C=1C=NC=C(C1)Br)C(=O)OC(C)(C)C 3-(bis(t-butoxycarbonyl)amino)-5-bromopyridine methyl-formate